CC1(C(=O)N(C(=O)[N+](=O)C1=O)C)C2=CCCCC2 The molecule is an organic cation that is 1,2,4,6-tetraoxohexahydropyrimidin-1-ium substituted by a cyclohex-1-en-1-yl group at position 5 and methyl groups at positions 3 and 5.